N-(4-chlorophenyl)-3-iodo-N,4-dimethylbenzamide ClC1=CC=C(C=C1)N(C(C1=CC(=C(C=C1)C)I)=O)C